4H-pyrazolo[1,5-a][1,4]diazepine N1=CC=C2N1C=CC=NC2